N1(CCC1)CCC(=O)OC(C(=O)[O-])C(=O)[O-] 2-((3-(azetidin-1-yl)propanoyl)oxy)malonate